NC=1C=CC(=NC1C)C1=C(C(=NO1)C)CNC(O[C@H](C)C1=C(C=CC=C1)Cl)=O (R)-1-(2-chlorophenyl)ethyl ((5-(5-amino-6-methylpyridin-2-yl)-3-methylisoxazol-4-yl)methyl)carbamate